OC1=C(C=CC=C1)\C=C\C(=O)C1=CC=C(C=C1)O 2,4'-dihydroxychalcone